(S)-4-(5-(3-((2-((S)-3-carboxybutyl)-4-chloro-6-methoxybenzo[b]thiophen-5-yl)oxy)propoxy)-4-fluoro-6-methoxybenzo[b]thiophen-2-yl)-2-methyl-4-oxobutanoic acid C(=O)(O)[C@H](CCC1=CC2=C(S1)C=C(C(=C2Cl)OCCCOC2=C(C1=C(SC(=C1)C(C[C@@H](C(=O)O)C)=O)C=C2OC)F)OC)C